bis(hexadecyl)dicarbonate C(CCCCCCCCCCCCCCC)OC(=O)OC(=O)OCCCCCCCCCCCCCCCC